6-chloro-2-(1,3-dioxolan-2-yl)benzothiazole ClC1=CC2=C(N=C(S2)C2OCCO2)C=C1